n-tetracosene C=CCCCCCCCCCCCCCCCCCCCCCC